6-Bromo-4-(4,4-difluoropiperidin-1-yl)furo[3,2-c]pyridine BrC1=CC2=C(C(=N1)N1CCC(CC1)(F)F)C=CO2